OC(C(=O)[O-])(O)[C@@H](O)[C@H](O)[C@H](O)C(=O)[O-] D-2-hydroxyglucarate